ON(CCC1=CC(O)=C(O)C=C1)O dihydroxyl-dopamine